ClC=1C=C2C(C(=C(NC2=CC1OC)C)C1=CC=C(C=C1)C1=CC=C(C=C1)C1CCCCC1)=O 6-Chloro-3-(4'-cyclohexyl-[1,1'-biphenyl]-4-yl)-7-methoxy-2-methylquinolin-4(1H)-one